(1,2-diphenyl-5-(trifluoromethyl)-1H-pyrrol-3-yl)(phenyl)methanone C1(=CC=CC=C1)N1C(=C(C=C1C(F)(F)F)C(=O)C1=CC=CC=C1)C1=CC=CC=C1